cinnamic acid oxime C(C=CC1=CC=CC=C1)(O)=NO